3-chloro-1H-pyridin-2-one ClC=1C(NC=CC1)=O